1,1-dimethylpropyl-phenol CC(CC)(C)C1=C(C=CC=C1)O